C(C)OC(=O)C1=C(N=C(S1)C1=CC(=C(C=C1)OCC(C)C)C#N)C 2-(3-cyano-4-isobutoxy-phenyl)-4-methyl-thiazole-5-carboxylic acid ethyl ester